ClC1=CC(=C(C=C1)N1CCN(CC1)C#N)F (E)-4-(4-chloro-2-fluorophenyl)-N-cyanopiperazine